1-(6-(4-isopropyl-4H-1,2,4-triazol-3-yl)pyridin-2-yl)-3-(5-(2-methoxyethyl)-4,5,6,7-tetrahydrothiazolo[5,4]pyridin-2-yl)urea C(C)(C)N1C(=NN=C1)C1=CC=CC(=N1)NC(=O)NC=1SC=2CCC(NC2N1)CCOC